FC1=C(C=CC=C1C[C@@H]1N(CC2(CC2)[C@@H]1NS(=O)(=O)C)C(=O)[C@@H]1OCC1)C1=CC=CC=C1 N-((6S,7S)-6-((2-fluoro-[1,1'-biphenyl]-3-yl)methyl)-5-((R)-oxetane-2-carbonyl)-5-azaspiro[2.4]heptan-7-yl)methanesulfonamide